COC1=CC(=CC=2CCOC21)C2=NOC(C2)C2=C(C=CC=C2)Br 3-(7-methoxy-2,3-dihydrobenzofuran-5-yl)-5-(2-bromophenyl)isoxazoline